[Si](C1=CC=CC=C1)(C1=CC=CC=C1)(C(C)(C)C)OC(C(=O)OCCCCCCCC(=O)O)CCC(=O)OCCCCCCCC(=O)O 8,8'-((2-((tert-butyldiphenylsilyl)oxy)pentanedioyl)bis(oxy))dioctanoic acid